ClC1=C(C=CC2=C1C(=NCC=1N2C(=NN1)C=1C=NN(C1)C)C1=NC=CC=C1F)C(F)(F)F 7-Chloro-6-(3-fluoro-2-pyridyl)-1-(1-methylpyrazol-4-yl)-8-(trifluoromethyl)-4H-[1,2,4]triazolo[4,3-a][1,4]benzodiazepin